(R)-N,N-dimethyl-2-(4-(methyl(2-methyl-4-((1-(3-nitro-5-(trifluoromethyl)phenyl)Ethyl)amino)quinazolin-6-yl)amino)-2-oxopyridin-1(2H)-yl)acetamide CN(C(CN1C(C=C(C=C1)N(C=1C=C2C(=NC(=NC2=CC1)C)N[C@H](C)C1=CC(=CC(=C1)C(F)(F)F)[N+](=O)[O-])C)=O)=O)C